N-[(3R,4S)-1-(pyridin-2-yl)-3-([[(1s,4s)-4-(3-fluorophenyl)cyclohexyl]oxy]methyl)piperidin-4-yl]methanesulfonamide N1=C(C=CC=C1)N1C[C@H]([C@H](CC1)NS(=O)(=O)C)COC1CCC(CC1)C1=CC(=CC=C1)F